N'-((5-(4-nitrophenyl)furan-2-yl)methylene)-1H-pyrrole-2-carboxylic acid hydrazide [N+](=O)([O-])C1=CC=C(C=C1)C1=CC=C(O1)C=NNC(=O)C=1NC=CC1